[Br-].C1(CCCC1)C(C(=O)OC1C[N+](CC1)(C)CC(=O)OC)(O)C1=CC=CC=C1 3-(2-cyclopentyl-2-phenyl-2-hydroxyacetoxy)-1-(methoxycarbonylmethyl)-1-methylpyrrolidinium bromide